O1C(=CC=C1)C1=NC=NC(=C1C1=CC=NC=C1)N1N=NC2=C1C=CC(=C2)OC 4-(furan-2-yl)-6-(5-methoxy-1,2,3-benzotriazol-1-yl)-5-(pyridin-4-yl)pyrimidin